C(C)[Zn]C(C)(C)C ethyl-(t-butyl-zinc)